ClC1=CC=C(C=C1)C1=NN(C(C(=C1)C(=O)O)=O)C1=CN=NC=C1 3-(4-Chlorophenyl)-6-oxo-6H-[1,4'-bipyridazine]-5-carboxylic acid